BrCC1=C(C=C(C=C1)F)F 1-(bromomethyl)-2,4-difluoro-benzene